C1(CC1)C1=CC(=CC(=N1)C=1OC2=C(N1)C=C(C=C2F)CN2CC(C2)F)C2=C(C=C(C=C2)F)C2=NN=CN2C 2-{6-cyclopropyl-4-[4-fluoro-2-(4-methyl-1,2,4-triazol-3-yl)phenyl]pyridin-2-yl}-7-fluoro-5-[(3-fluoroazetidin-1-yl)methyl]-1,3-benzoxazole